6-bromo-1,2,3,4-tetrahydro-1,5-naphthyridine BrC=1N=C2CCCNC2=CC1